C(CCCC)[O-].[Li+] lithium pentanolate